C(=O)O.C(#N)C=1C(=NC=C(C1C1=CC(=C(C=C1)C#N)F)C1=CC(=C(C=C1)OC)O)N1CCC(CC1)NCCOC1=CC=C(C(=O)NO)C=C1 4-(2-[(1-(3-Cyano-4-(4-cyano-3-fluorophenyl)-5-(3-hydroxy-4-methoxyphenyl)pyridin-2-yl)piperidin-4-yl)amino]ethoxy)-N-hydroxybenzamide formate